NC1=NC=2C=CC(=CC2C2=C1[C@@H](OC2)C)C(=O)N(CC2=NC=C(C=C2)C(F)(F)F)CC2CCOCC2 (3S)-4-amino-3-methyl-N-(tetrahydro-2H-pyran-4-ylmethyl)-N-((5-(trifluoromethyl)-2-pyridinyl)methyl)-1,3-dihydrofuro[3,4-c]quinoline-8-carboxamide